2-(3-aminophenyl)5-aminobenzimidazole NC=1C=C(C=CC1)C=1NC2=C(N1)C=CC(=C2)N